[Cl-].C(CCCCCCCC)OC(CCCCCCCCC=CC1=CC=C(C=C1)[P+](C)(C)C)OCCCCCCCCC (4Z)-11,11-dinonyloxy-4-undecenyl-trimethylphenylphosphonium chloride